6-(2,6-dichlorophenyl)-2-((3-methyl-4-(4-isopropylpiperazin-1-yl)phenyl)amino)-8,9-dihydroimidazo[1,2-a]pyrimido[5,4-e]pyrimidin-5(6H)-one ClC1=C(C(=CC=C1)Cl)N1C=2N(C3=C(C1=O)C=NC(=N3)NC3=CC(=C(C=C3)N3CCN(CC3)C(C)C)C)CCN2